C(CCCCCCCCCCCCCCCCCCCC)P(O)(O)=O n-heneicosyl-phosphonic acid